3-(bis(4-methoxyphenyl)methyl)-1-(4-bromobenzyl)pyridin-2(1H)-one COC1=CC=C(C=C1)C(C=1C(N(C=CC1)CC1=CC=C(C=C1)Br)=O)C1=CC=C(C=C1)OC